carbon copper-zinc-nickel [Ni].[Zn].[Cu].[C]